ytterbium-calcium-niobium [Nb].[Ca].[Yb]